C1(CCCCCCCCCCC1)=O Cyclododecanon